4-amino-2-oxo-1,2-dihydropyrimidin NC1=NC(NC=C1)=O